(R)-4-((2-hydroxy-4-((4-((1-hydroxy-2-methoxy-6-methyl-4-oxocyclohexa-2,5-diene-1-carbonyl)oxy)-2,3,5,6-tetramethylbenzoyl)oxy)-3,6-dimethylbenzoyl)oxy)-2,3,5,6-tetramethylbenzoic acid OC1=C(C(=O)OC2=C(C(=C(C(=O)O)C(=C2C)C)C)C)C(=CC(=C1C)OC(C1=C(C(=C(C(=C1C)C)OC(=O)[C@@]1(C(=CC(C=C1C)=O)OC)O)C)C)=O)C